2,2,2-trideuterioacetyl chloride [2H]C(C(=O)Cl)([2H])[2H]